FC1(CN(C1)CCN[C@H]1CN(C[C@H]1F)C(=O)OC(C)(C)C)F tert-butyl (3S,4R)-3-((2-(3,3-difluoroazetidin-1-yl)ethyl)amino)-4-fluoropyrrolidine-1-carboxylate